2-(4-dimethylaminophenyl)-4-(1-methoxyphenoxy)quinazoline CN(C1=CC=C(C=C1)C1=NC2=CC=CC=C2C(=N1)OC1(CC=CC=C1)OC)C